cysteine, allyl ester N[C@@H](CS)C(=O)OCC=C